ClC=1C(=NC=CN1)C=1C=CC(=C(C1)S(=O)(=O)NCCF)OC 5-(3-chloropyrazin-2-yl)-N-(2-fluoroethyl)-2-methoxy-benzenesulfonamide